FC(OC1=CC(=C(C=C1)C1=CC=C(C=C1)C1(COC1)C(=O)NC1=CC=C(C=C1)F)CO)F 3-(4'-(difluoromethoxy)-2'-(hydroxymethyl)-[1,1'-biphenyl]-4-yl)-N-(4-fluorophenyl)oxetane-3-carboxamide